1-[2-[2-aminoethyl(methyl)amino]ethyl]pyrrole-2,5-dione trifluoroacetate salt FC(C(=O)O)(F)F.NCCN(CCN1C(C=CC1=O)=O)C